dibenzalacetone dipalladium [Pd].[Pd].C(C1=CC=CC=C1)=CC(=O)C=CC1=CC=CC=C1